NC1=C(C=C(C=C1)NC([C@@](CN1N=CC(=C1)C#N)(C)O)=O)C(F)(F)F (S)-N-(4-amino-3-(trifluoromethyl)phenyl)-3-(4-cyano-1H-pyrazol-1-yl)-2-hydroxy-2-methylpropanamide